C(CCCCCCC)O[Mg] octoxymagnesium